C(C)(C)(C)OC(NCCNC(CCN1C(C2=C(C(=C(C(=C2C1=O)C)C1=CC=CC=C1)C1=CC=CC=C1)C)=O)=O)=O (2-(3-(4,7-dimethyl-1,3-dioxo-5,6-diphenylisoindolin-2-yl)propionylamino)ethyl)carbamic acid tert-butyl ester